4-amino-7-cyclopropyl-1-(m-tolyl)pyrido[2,3-d]pyrimidin-2(1H)-one NC=1C2=C(N(C(N1)=O)C=1C=C(C=CC1)C)N=C(C=C2)C2CC2